NC1=NC2=C(C(=C(C=C2C(=N1)N1CCN(CC1)C(C=C)=O)Cl)C1=C2C=NNC2=CC=C1C)F 1-(4-(2-amino-6-chloro-8-fluoro-7-(5-methyl-1H-indazol-4-yl)quinazolin-4-yl)piperazin-1-yl)prop-2-en-1-one